((2R)-pyrrolidin-2-yl)-N-{[2-(2-{[1-(3-fluoro(2-pyridyl))-isopropyl]amino}pyrimidin-5-yl)(1,3-thiazol-4-yl)]methyl}carboxamide N1[C@H](CCC1)C(=O)NCC=1N=C(SC1)C=1C=NC(=NC1)NC(C)(C)C1=NC=CC=C1F